2-cyclohexyl-2-(3,3,3-trichloropropyl)-1,3-dipropoxypropane C1(CCCCC1)C(COCCC)(COCCC)CCC(Cl)(Cl)Cl